OCC(=O)N1CCC(CC1)N1N=CC(=C1)C1=NC2=CC=CC=C2N=C1 2-hydroxy-1-(4-(4-(quinoxalin-2-yl)-1H-pyrazol-1-yl)piperidin-1-yl)ethan-1-one